1-(Cyclopropylamino)-4-(2-fluoro-3-methoxyphenyl)-6-(trifluoromethyl)-3H-pyrido[1,2-c]pyrimidine C1(CC1)NC1=NCC(=C2N1C=CC(=C2)C(F)(F)F)C2=C(C(=CC=C2)OC)F